Cl.FC1=C(CNC(=N)NC(=N)N)C=CC=C1 (2-fluoro)benzyl-biguanide hydrochloride